C(C1=CC=CC=C1)N(C(=O)OCC12CC(=CCC2C(CCC1)(C)C)C)C[C@H]1[C@H]([C@H](OC=2C1=NC=CC2)C)C |r| (3,8,8-trimethyl-1,4,5,6,7,8a-hexahydronaphthalen-4a-yl)methanol rac-benzyl-{[(2R,3R,4R)-2,3-dimethyl-3,4-dihydro-2H-pyrano[3,2-b]pyridin-4-yl]methyl}carbamate